C(C)OC(=O)C1=C(SC(=C1C(=O)OCC)Br)N.C1(CCCCC1)P(C1CCCC1)C1CCCCC1 dicyclohexyl-(cyclopentyl)phosphane diethyl-2-amino-5-bromothiophene-3,4-dicarboxylate